[N+](=O)([O-])C=1C=C2C(=NC1)C(OC2)=O 3-Nitrofurano[3,4-b]pyridin-7(5H)-one